COC(C1=CC(=C(C(=C1)C(C)C)Br)C1=CC(=NC=C1)F)=O 4-bromo-3-(2-fluoropyridin-4-yl)-5-isopropylbenzoic acid methyl ester